FC1=CC(=C(C=C1N1N=CC=C1)O)C1=NC=C(N=C1)OC1CC(NC(C1)(C)C)(C)C 4-fluoro-5-(1H-pyrazol-1-yl)-2-(5-((2,2,6,6-tetramethylpiperidin-4-yl)oxy)pyrazin-2-yl)phenol